COC1=CC=C2C=CC(=CC2=C1)OCC1=CC(=NC=C1)C1=CC(=C(C(=O)N)C=C1)C 4-(4-{[(7-methoxynaphthalen-2-yl)oxy]methyl}pyridin-2-yl)-2-methylbenzamide